C(O[C@@]1(C(OCC=2C(N3CC=4C(=NC=5C=CC=CC5C4)C3=CC21)=O)=O)CC)(OC2=CC=C(C=C2)[N+](=O)[O-])=O (S)-4-ethyl-3,14-dioxo-3,4,12,14-tetrahydro-1H-pyrano[3',4':6,7]indolizino[1,2-b]quinolin-4-yl (4-nitrophenyl) carbonate